FC=1C=C2C(=CNC2=CC1F)NC(=O)C=1OC=C(N1)C=1C=NC(=C(C1)F)N1CCC(CC1)(F)F N-(5,6-difluoro-1H-indol-3-yl)-4-(6-(4,4-difluoropiperidin-1-yl)-5-fluoropyridin-3-yl)oxazole-2-carboxamide